tri(3-methacryloxypropyl)methoxyzirconium (IV) C(C(=C)C)(=O)OCCC[Zr](OC)(CCCOC(C(=C)C)=O)CCCOC(C(=C)C)=O